C(C)OC1=CC(=C2C(=N1)NC=C2)C2=CC(=CC(=N2)N=S(=O)(C)C)N2[C@@H](COCC2)C (R)-((6-(6-ethoxy-1H-pyrrolo[2,3-b]pyridin-4-yl)-4-(3-methylmorpholino)pyridin-2-yl)imino)dimethyl-λ6-sulfanone